azaselenophene [Se]1N=CC=C1